(1,2,3,4,5-pentamethylcyclopentadienyl)trimethyl-platinum(IV) CC1(C(=C(C(=C1C)C)C)C)[Pt](C)(C)C